ClC1=CNC2=C(C=CC=C12)NS(=O)(=O)C=1C=NN(C1)C(F)F N-(3-Chloro-1H-indol-7-yl)-1-(difluoromethyl)pyrazol-4-sulfonamid